3-(6-(4-(3H-imidazo[4,5-b]pyridin-7-yl)-1H-pyrazol-1-yl)pyridin-3-yl)-4,4,4-trifluorobutan-1-ol N1=CNC2=NC=CC(=C21)C=2C=NN(C2)C2=CC=C(C=N2)C(CCO)C(F)(F)F